(E)-2-Bromo-3-methylbenzaldehyde oxime BrC1=C(/C=N/O)C=CC=C1C